N-(3-bromo-4-fluorophenyl)-4-(2-(sulfamoylamino)ethylamino)-1,2,5-oxadiazole-3-amidine BrC=1C=C(C=CC1F)NC(=N)C1=NON=C1NCCNS(N)(=O)=O